N=1N(N=CC1)C1=C(C=C(C=N1)NC(C1=C(C=C(C=C1)C=1C=NC=CC1C)C)=O)C(F)(F)F N-(6-(2H-1,2,3-triazol-2-yl)-5-(trifluoromethyl)pyridin-3-yl)-2-methyl-4-(4-methylpyridin-3-yl)benzamide